N-[2-[2-(3-Amino-3-oxo-propyl)-2-(2-chloroacetyl)hydrazino]-1-(cyclohexylmethyl)-2-oxo-ethyl]-4-methoxy-1H-indole-2-carboxamide NC(CCN(NC(C(CC1CCCCC1)NC(=O)C=1NC2=CC=CC(=C2C1)OC)=O)C(CCl)=O)=O